(R)-N-(4-(4-methylpiperazin-1-yl)phenyl)-6-(7-phenyl-5-oxa-6-azaspiro[2.4]heptan-6-yl)pyrimidin-4-amine CN1CCN(CC1)C1=CC=C(C=C1)NC1=NC=NC(=C1)N1OCC2(CC2)[C@H]1C1=CC=CC=C1